ClC=1C=C(C(=O)NCC2CCN(CC2)CC(=O)OC)C=C(C1)F methyl 2-[4-[[(3-chloro-5-fluoro-benzoyl)amino]methyl]-1-piperidyl]acetate